F[C@H]1CN(CC[C@H]1NC=1C=2N(C=C(C1)N)C(=C(N2)C#CCNC2=C(C=C(C=C2)C)OC)C=C)C N8-((3S,4R)-3-fluoro-1-methylpiperidin-4-yl)-2-(3-((2-methoxy-4-methylphenyl)amino)prop-1-yn-1-yl)-3-vinylimidazo[1,2-a]pyridine-6,8-diamine